ClC=1C(=C(C=CC1Cl)O)[C@H]1CC2=NN=C(N2C1)C1=CC(=CC=C1)OC (R)-3,4-dichloro-2-(3-(3-methoxyphenyl)-6,7-dihydro-5H-pyrrolo[2,1-c][1,2,4]triazol-6-yl)phenol